C(C1CCCO1)C=C(C(=O)O)C.C(C1CCCO1)OC(C(=C)C)=O Methacrylic acid tetrahydrofurfuryl ester (tetrahydrofurfuryl methacrylate)